FC(C1=CC=C(C=C1)N1N=NC(=C1C(=O)NC=1N=NC(=CC1)N1CC(N(CC1)C)=O)C)F 1-(4-(difluoromethyl)phenyl)-4-methyl-N-(6-(4-methyl-3-oxopiperazin-1-yl)pyridazin-3-yl)-1H-1,2,3-triazole-5-carboxamide